3-[(4-Chlorophenyl)amino]-4-{[2-(4-methoxyphenyl)ethyl]amino}cyclobut-3-ene-1,2-dione ClC1=CC=C(C=C1)NC=1C(C(C1NCCC1=CC=C(C=C1)OC)=O)=O